4-trifluoromethyl-hexanone FC(C(CC(C)=O)CC)(F)F